F[B-](F)(F)F.C1(=CC=CC=C1)P(CCCCP(C1=CC=CC=C1)C1=CC=CC=C1)C1=CC=CC=C1 [1,4-bis(diphenylphosphino)butane] tetrafluoroborate